C(C)(C)(C)OC(=O)N1C[C@H]2[C@@H](C1)CN(C2)C2=CC(=C(C=C2)N)O (3aR,6aS)-2-(4-amino-3-hydroxyphenyl)-1,3,3a,4,6,6a-hexahydropyrrolo[3,4-c]pyrrole-5-carboxylic acid tert-butyl ester